(1-(((tert-butyldimethylsilyl)oxy)methylcyclopropyl)methyl)-2-isopropyl-3-nitropyridine [Si](C)(C)(C(C)(C)C)OCC1(CC1)CC1=C(C(=NC=C1)C(C)C)[N+](=O)[O-]